ClC1=C(C(=O)N2COC3=C(C2)C=CC=C3C3=CC(=C(C(=O)O)C=C3F)N3CCOCC3)C(=CC(=C1)N1C(CCC1)=O)Cl 4-[3-[2,6-dichloro-4-(2-oxopyrrolidin-1-yl)benzoyl]-2,4-dihydro-1,3-benzoxazin-8-yl]-5-fluoro-2-morpholin-4-yl-benzoic acid